4-((6-((4-chloro-2-fluorophenoxy)methyl-d2)pyridin-2-yl)oxy)piperidine ClC1=CC(=C(OC(C2=CC=CC(=N2)OC2CCNCC2)([2H])[2H])C=C1)F